1-(pyridin-4-ylmethyl)-N-(4-(trifluoromethyl)thiazol-2-yl)-1H-pyrrole-2-carboxamide N1=CC=C(C=C1)CN1C(=CC=C1)C(=O)NC=1SC=C(N1)C(F)(F)F